NCCC(C1=CC=C(C=C1)C(C)(C)C)C1=NC(=NC(=C1)C1=C(C=CC=C1C)C)NS(=O)(=O)C=1C=C(C(=O)O)C=CC1 3-[[4-[3-amino-1-(4-tert-butylphenyl)propyl]-6-(2,6-dimethylphenyl)pyrimidin-2-yl]sulfamoyl]benzoic acid